OC1=C(C(N(C2=CC=CC=C12)CC1CCN(CC1)C1=CC=CC=C1)=O)C(=O)NCC(=O)O (4-hydroxy-2-oxo-1-((1-phenylpiperidin-4-yl)methyl)-1,2-dihydroquinoline-3-carboxamido)acetic acid